2-(3-(4-fluorophenyl)-1h-pyrazol-4-yl)acetonitrile FC1=CC=C(C=C1)C1=NNC=C1CC#N